C(N)(=N)N1CCC(=CC1)C=1C=NC(=CC1OC)NC(C1=CC(=C(C=C1)C=1CCN(CC1)C(N)=N)F)=O N-(1'-carbamimidoyl-4-methoxy-1',2',3',6'-tetrahydro-[3,4']bipyridinyl-6-yl)-4-(1-carbamimidoyl-1,2,3,6-tetrahydro-pyridin-4-yl)-3-fluoro-benzamide